5'-guanosyl triphosphate O(P([O-])(=O)OP(=O)([O-])OP(=O)([O-])[O-])C[C@@H]1[C@H]([C@H]([C@@H](O1)N1C=NC=2C(=O)NC(N)=NC12)O)O